ClC=1C=CC(=C(C1)C1=C2C(=NC(=C1)CC)C(=CS2)C(=O)O)OCCN2C(=NC1=C(C2=O)C(=C(N=C1)CC)C#N)C 7-(5-chloro-2-(2-(5-cyano-6-ethyl-2-methyl-4-oxopyrido[3,4-d]pyrimidin-3(4H)-yl)ethoxy)phenyl)-5-ethylthieno[3,2-b]pyridine-3-carboxylic acid